F[C@H]1CN(CC[C@H]1NC1=C2C=C(N(C2=CC=C1)CC(F)(F)F)C1=NOC(=N1)CNC(=O)C1=CN(C=C1)CCF)C N-{[3-(4-{[(3S,4R)-3-fluoro-1-methylpiperidin-4-yl]amino}-1-(2,2,2-trifluoroethyl)-1H-indol-2-yl)-1,2,4-oxadiazol-5-yl]methyl}-1-(2-fluoroethyl)-1H-pyrrole-3-carboxamide